CNC(=O)NC1=CC(=NC2=CC=CC=C12)COC1=CC=C(C=C1)C1=NN(C=C1C1=CC=NC=C1)C 1-methyl-3-[2-[[4-[1-methyl-4-(4-pyridinyl)pyrazol-3-yl]phenoxy]methyl]-4-quinolinyl]urea